dodeca-11-yn-1-yl 6-bromohexanoate BrCCCCCC(=O)OCCCCCCCCCCC#C